(6S)-4-(4-chlorophenyl)-2,3,9-trimethyl-6H-thieno[3,2-f][1,2,4]triazolo[4,3-a][1,4]diazepine-6-acetic acid, 1,1-dimethylethyl ester ClC1=CC=C(C=C1)C1=N[C@H](C=2N(C3=C1C(=C(S3)C)C)C(=NN2)C)CC(=O)OC(C)(C)C